NC1=C(C(=NN1C1CCCC1)C1=C(C=C(C=C1)CNC(C1=C(C=CC(=C1)F)OC)=O)F)C#N N-[[4-(5-amino-4-cyano-1-cyclopentyl-pyrazol-3-yl)-3-fluoro-phenyl]methyl]-5-fluoro-2-methoxy-benzamide